[H-].[Mg+2].[H-] Magnesium hydrid